1H-tetrazolium diisopropylammonium salt ammonium [NH4+].C(C)(C)[NH2+]C(C)C.[NH2+]1N=NN=C1